C(C)(C)(C)OC(=O)N1C(C(NCC1)C=1C2=C(N=CN1)N(C=C2C2=C(C=CC=C2)F)S(=O)(=O)CC2=CC=CC=C2)(C)C (5-(2-fluorophenyl)-7-toluenesulfonyl-7H-pyrrolo[2,3-d]pyrimidin-4-yl)-2,2-dimethylpiperazine-1-carboxylic acid tert-butyl ester